C(C1=CC=CC=C1)SC1=NC(=CC=C1O[C@H](C)C=1C=C(C=C2C(C(=C(OC12)C=1C=NC(=NC1)C)C)=O)C)Cl 8-[(1R)-1-[(2-Benzylsulfanyl-6-chloro-3-pyridyl)oxy]ethyl]-3,6-dimethyl-2-(2-methylpyrimidin-5-yl)chromen-4-one